NC(C(=O)O)CCCNC=1NC=CC(N1)=O 2-Amino-5-((4-oxo-1,4-dihydropyrimidin-2-yl)amino)pentanoic Acid